C(C1=CC=CC=C1)OC=1C(C=CC(=CC1)Br)=O 2-(benzyloxy)-5-bromocyclohepta-2,4,6-trien-1-one